Methyl 1-{[1-methyl-6-(4,4,5,5-tetramethyl-1,3,2-dioxaborolan-2-yl)-3,4-dihydronaphthalen-2-yl]methyl}azetidine-3-carboxylate CC1=C(CCC2=CC(=CC=C12)B1OC(C(O1)(C)C)(C)C)CN1CC(C1)C(=O)OC